C(C)(C)N(C([S-])=S)C(C)C.[Sn+4].C(C)(C)N(C([S-])=S)C(C)C.C(C)(C)N(C([S-])=S)C(C)C.C(C)(C)N(C([S-])=S)C(C)C tin diisopropyldithiocarbamate